1-[5-chloro-4-({6-chloro-7-[4-fluoro-1-(oxetan-3-yl)piperidin-4-yl]quinazolin-2-yl}amino)-1H-pyrazol-1-yl]-2-methylpropan-2-ol ClC1=C(C=NN1CC(C)(O)C)NC1=NC2=CC(=C(C=C2C=N1)Cl)C1(CCN(CC1)C1COC1)F